2,2'-methylene-bis-[6-(α-methylbenzyl)-4-nonylphenol] C(C1=C(C(=CC(=C1)CCCCCCCCC)C(C1=CC=CC=C1)C)O)C1=C(C(=CC(=C1)CCCCCCCCC)C(C1=CC=CC=C1)C)O